NC=1C(=C(C(=CC1)F)C=1C=CC=2N(C1)C=NC2C(=O)OCC)F ethyl 6-(3-amino-2,6-difluorophenyl)imidazo[1,5-a]pyridine-1-carboxylate